C(#N)C=1C=C(C=CC1)NC(=S)NC(OCC)=O ethyl N-[(3-cyanophenyl)carbamothioyl]carbamate